IC=1N(C2=CC=CC=C2C1CCCNC1=CC(=C(C(=C1)OC)OC)OC)C N-(3-(2-iodo-1-methyl-1H-indol-3-yl))propyl-3,4,5-trimethoxyaniline